C(C)(C)(C)OC(=O)N1CCC2(CCCN2CC2=C(C=C(C=C2)C(F)(F)F)[N+](=O)[O-])CC1 1-(2-nitro-4-(trifluoromethyl)benzyl)-1,8-diazaspiro[4.5]decane-8-carboxylic acid tert-butyl ester